CC1N(C(N(C1)C=1C=C2CN(C(C2=CC1)=O)C1C(N(C(CC1)=O)COCC[Si](C)(C)C)=O)=O)C=1C=NC(=CC1)C 3-(5-(4-methyl-3-(6-methylpyridin-3-yl)-2-oxoimidazolidin-1-yl)-1-oxoisoindolin-2-yl)-1-((2-(trimethylsilyl)ethoxy)methyl)piperidine-2,6-dione